C(CCCC=C)OC1=CCC1 (hex-5-en-1-yloxy)cyclobutene